5-(2,4-bis(hydroxymethyl)piperazin-1-yl)-2,3-dihydro-1,4-benzodioxine OCC1N(CCN(C1)CO)C1=CC=CC=2OCCOC21